((R)-3-(dimethylamino)-1-(2-(6-((cis)-2,6-dimethylmorpholino)pyridin-2-yl)-1,6-naphthyridin-7-yl)propyl)-4-methyl-3-(methylsulfonyl)benzamide CN(CC[C@@H](C1=NC=C2C=CC(=NC2=C1)C1=NC(=CC=C1)N1C[C@@H](O[C@@H](C1)C)C)C1=C(C(=O)N)C=CC(=C1S(=O)(=O)C)C)C